N-α-carboxybenzyl-L-Lysine C(=O)(O)C(C1=CC=CC=C1)N[C@@H](CCCCN)C(=O)O